CC1=C(N=NC(=C1C)N1CC=2C=C(C=NC2CC1)C(C(F)(F)F)(C)O)C#N 4,5-dimethyl-6-(3-(1,1,1-trifluoro-2-hydroxypropan-2-yl)-7,8-dihydro-1,6-naphthyridin-6(5H)-yl)pyridazine-3-carbonitrile